(4R)-4-benzyl-3-propionyl-oxazolidin-2-one C(C1=CC=CC=C1)[C@H]1N(C(OC1)=O)C(CC)=O